[Si](C1=CC=CC=C1)(C1=CC=CC=C1)(C(C)(C)C)OCC[C@H](CCC)NC=1C2=C(N=C(N1)N)C(=NN2CC2=C(C=CC(=C2)CCl)OC)C (S)-N7-(1-((tert-butyldiphenylsilyl)oxy)hexan-3-yl)-1-(5-(chloromethyl)-2-methoxybenzyl)-3-methyl-1H-pyrazolo[4,3-d]pyrimidine-5,7-diamine